NC1=CC=C(C=C1)C[C@H](C(=O)OC(C)(C)C)N(C)C(=O)OC(C)(C)C tert-butyl (2R)-3-(4-aminophenyl)-2-[tert-butoxycarbonyl(methyl)amino]propanoate